5-(8-(1-methyl-6-(trifluoromethyl)-1H-benzo[d]imidazol-5-yl)indolizine-3-carbonyl)benzonitrile CN1C=NC2=C1C=C(C(=C2)C2=CC=CN1C(=CC=C21)C(=O)C=2C=CC=C(C#N)C2)C(F)(F)F